3-(methylsulfanyl)propan-1-amine CSCCCN